2-(2-((4-ethoxybenzylidene)hydrazineylidene)-4-oxothiazolidine-5-yl)acetyl chloride C(C)OC1=CC=C(C=NN=C2SC(C(N2)=O)CC(=O)Cl)C=C1